rac-(3R,5S)-3-amino-5-(2-boronoethyl)tetrahydro-2H-pyran-3-carboxylic acid N[C@]1(COC[C@H](C1)CCB(O)O)C(=O)O |r|